F[B-](F)(F)F.C[S+](C(CCCC(=O)OC)C1=CC=CC=C1)C(C)C methyl-isopropyl-(5-methoxy-5-oxo-1-phenylpentyl)sulfonium tetrafluoroborate